C(#C)C=1C=C(C=C(C1)C1=NC=2C=CC3=C(C2C=C1)C1=C(S3)C(N[C@@H](CN1)C)=O)N1CCN(CC1)C(=O)OC(C)(C)C (R)-tert-butyl 4-(3-ethynyl-5-(10-methyl-8-oxo-9,10,11,12-tetrahydro-8H-[1,4]diazepino[5',6':4,5]thieno[3,2-f]quinolin-3-yl)phenyl)piperazine-1-carboxylate